N-[3-Amino-2-(sulfanylmethyl)propyl]-N-{(1R)-1-[1-benzyl-4-(2,5-difluorophenyl)-1H-imidazol-2-yl]-2,2-dimethylpropyl}-2-hydroxyacetamid hydrochlorid Cl.NCC(CN(C(CO)=O)[C@H](C(C)(C)C)C=1N(C=C(N1)C1=C(C=CC(=C1)F)F)CC1=CC=CC=C1)CS